6-(4-methylpiperazin-1-yl)pyridin-2-ol CN1CCN(CC1)C1=CC=CC(=N1)O